CC12N(CC(C1)(C2)OC=2C=1N(C=C(N2)C=2C=NN(C2)C)N=CC1)C(C=C)=O 1-(1-methyl-4-((6-(1-methyl-1H-pyrazol-4-yl)pyrazolo[1,5-a]pyrazin-4-yl)oxy)-2-azabicyclo[2.1.1]hexan-2-yl)prop-2-en-1-one